methyl 6-(3-bromo-phenyl)-2-methyl-nicotinate BrC=1C=C(C=CC1)C1=NC(=C(C(=O)OC)C=C1)C